5-chloro-2,4-Toluene diisocyanate CC1=CC(=C(C=C1N=C=O)N=C=O)Cl